CC1=C2CC(CC2=C(C=C1)C)N 4,7-dimethyl-2-aminoindan